NC1=NC=NN2C1=CC=C2[C@@]2(O[C@@H]([C@H]([C@H]2O)O)CI)C#N (2R,3R,4S,5S)-2-(4-aminopyrrolo[2,1-f][1,2,4]triazin-7-yl)-3,4-dihydroxy-5-(iodomethyl)tetrahydrofuran-2-carbonitrile